2-(naphthalene-2-yl)-4-chloro-6-phenyl-1,3,5-triazine C1=C(C=CC2=CC=CC=C12)C1=NC(=NC(=N1)Cl)C1=CC=CC=C1